C(C)(C)(C)NC(NC=1C=C2CCC(N(C2=CC1)CC1=C(C=CC(=C1)Cl)Cl)=O)=O 3-tert-butyl-1-{1-[(2,5-dichlorophenyl)methyl]-2-oxo-3,4-dihydroquinolin-6-yl}urea